Cl.ClC=1C=CC(=C(CNC([C@H](C)NC(=O)[C@@H]2NC[C@H](C2)CC2=CC(=CC(=C2)C)C)=O)C1)N1N=NN=C1 (2R,4S)-N-((S)-1-((5-chloro-2-(1H-tetrazol-1-yl)benzyl)amino)-1-oxopropan-2-yl)-4-(3,5-dimethylbenzyl)pyrrolidine-2-carboxamide hydrochloride